CN1C(C(C2=CC=CC=C12)(C1=CC=C(C=C1)OC#N)C1=CC=C(C=C1)OC#N)=O 1-methyl-3,3-bis(4-cyanooxyphenyl)indol-2-one